ClC1=C(C(=C(C=C1OC)OC)Cl)C1=NC(=C2C=C(N=CC2=C1)NC1=C(C=CC=C1C)NC(C=C)=O)NC1CCOCC1 N-(2-((7-(2,6-dichloro-3,5-dimethoxyphenyl)-5-((tetra-hydro-2H-pyran-4-yl)amino)-2,6-naphthyridin-3-yl)amino)-3-methylphenyl)acryl-amide